C(C)(C)(C)OC(=O)N1C(=CC2=CC=C(C(=C12)F)[C@@H](C)N[S+]([O-])C(C)(C)C)C1=NC2=C(N1C)C(=CC(=C2)C(=O)OC(C)C)OC [[(1R)-1-[1-tert-butoxycarbonyl-7-fluoro-2-(5-isopropoxycarbonyl-7-methoxy-1-methyl-benzimidazol-2-yl)indol-6-yl]ethyl]amino]-tert-butyl-oxido-sulfonium